(2R)-2-{[2-(4-methoxyphenyl)[1,2,4]triazolo[1,5-c]quinazolin-5-yl]amino}-1-(piperazin-1-yl)propan-1-one hydrogen chloride Cl.COC1=CC=C(C=C1)C1=NN2C(=NC=3C=CC=CC3C2=N1)N[C@@H](C(=O)N1CCNCC1)C